(3R,5S)-1-((S)-3-(4-fluorophenyl)-2-((methyl-d3)amino)propionyl)-2'-oxo-1',2'-dihydrospiro[pyrrolidine-3,3'-pyrrolo[2,3-b]pyridine]-5-carboxamide hydrochloride Cl.FC1=CC=C(C=C1)C[C@@H](C(=O)N1C[C@@]2(C(NC3=NC=CC=C32)=O)C[C@H]1C(=O)N)NC([2H])([2H])[2H]